N-[[6-[3-(Trifluoromethoxy)anilino]-2-pyridyl]sulfonyl]-2-(2,2,4-trimethylpyrrolidin-1-yl)pyridin-3-carboxamid FC(OC=1C=C(NC2=CC=CC(=N2)S(=O)(=O)NC(=O)C=2C(=NC=CC2)N2C(CC(C2)C)(C)C)C=CC1)(F)F